FC(C(=O)O)(F)F.BrC1=CC=C2C=C(N(C2=C1)C1=NC(=NC=C1)Cl)N 6-bromo-1-(2-chloropyrimidin-4-yl)-1H-indol-2-amine trifluoroacetate